NC=1N=C(SC1C(C1=CC=C(C=C1)OC)=O)N(C1=CC(=C(C=C1)F)F)C(C(=O)N)C 2-(N-[4-amino-5-(4-methoxybenzoyl)thiazol-2-yl]-3,4-difluoro-anilino)propanamide